2-(1-benzhydryl-piperidin-4-yl)-3,4-dihydroisoquinolin-1(2H)-one C(C1=CC=CC=C1)(C1=CC=CC=C1)N1CCC(CC1)N1C(C2=CC=CC=C2CC1)=O